I.FC(C1=CC=C(CN)C=C1)(F)F 4-trifluoromethylbenzyl-amine hydroiodide